N-((1H-pyrazol-5-yl)methyl)-1-phenylmethanamine N1N=CC=C1CNCC1=CC=CC=C1